C(#C)C1=NC(=NC(=C1)C1=C(C=CC=C1)Cl)N 4-ethynyl-6-(o-chlorophenyl)-2-pyrimidinylamine